C(C=C)(=O)OCCCCC=1C2=CC=CC=C2C=C2C=CC=CC12 4-(9-anthracenyl)butyl 1-acrylate